C(C)OC(=O)C1=CC=2N=C(C=3C=NN(C3C2N1)C)N 7-amino-3-methyl-3,4,8,12-tetraazatricyclo[7.3.0.02,6]dodeca-1(9),2(6),4,7,10-penta-ene-11-carboxylic acid ethyl ester